C(=O)=C1NC(CCC1N1C(C2=CC=C(C=C2C1=O)C)=O)=C=O 2-(2,6-dicarbonylpiperidin-3-yl)-5-methylisoindoline-1,3-dione